C(#N)C=1C=C(C=NC1OC(F)F)NC(=O)[C@H]1CC(C=2C=3N(N=CC21)C=C(N3)C(F)F)(C)C (S)-N-(5-cyano-6-(difluoromethoxy)pyridin-3-yl)-2-(difluoromethyl)-9,9-dimethyl-8,9-dihydro-7H-cyclopenta[d]imidazo[1,2-b]pyridazine-7-carboxamide